2-aminoethyl α-D-glucopyranoside O([C@@H]1[C@H](O)[C@@H](O)[C@H](O)[C@H](O1)CO)CCN